2,6-Dimethyl-4-[5-methyl-4-(2-oxo-2,3-dihydro-benzooxazol-5-ylamino)-pyrimidin-2-ylamino]-benzonitrile trifluoroacetate salt FC(C(=O)O)(F)F.CC1=C(C#N)C(=CC(=C1)NC1=NC=C(C(=N1)NC=1C=CC2=C(NC(O2)=O)C1)C)C